NC1=NC=CC2=C(C=CC=C12)C=1C=C2CCC3(CCN(CC3)C(=O)OC)C2=CC1 5-(1-aminoisoquinolin-5-yl)-1'-(methoxycarbonyl)-2,3-dihydrospiro[indene-1,4'-piperidine]